2-[(dimethylamino)methyl]-3-[(methanesulfonyloxy)methyl]cyclopropane CN(C)CC1CC1COS(=O)(=O)C